NN1C(C(=CC2=C(C=CC=C12)F)C1=NC2=C(N1)C=C(C=C2)N2CCN(CC2)C)=O 1-amino-5-fluoro-3-[6-(4-methyl-1-piperazinyl)-1H-benzoimidazol-2-yl]-2(1H)-quinolinone